NC1=C2C(=C3C(=N1)C=C(S3)Br)N(C(=N2)CCCN2CCN(CC2)C(C)=O)C 1-(4-(3-(4-amino-7-bromo-1-methyl-1H-imidazo[4,5-d]thieno[3,2-b]pyridin-2-yl)propyl)piperazin-1-yl)ethanone